[Cl-].[Cl-].C[SiH](C)[Ti+2](C1=CC=CC=2C3=CC=CC=C3CC12)NC(C)(C)C dimethylsilyl(N-tert-butylamino)(fluorenyl)titanium dichloride